FC=1C=C(C=NC1F)C1=CC(=CC(=N1)C=1C=NC(=C(C1)F)F)C=1C=NC(=C(C1)F)F 6'-(5,6-difluoropyridin-3-yl)-5,5'',6,6''-tetrafluoro-3,2':4',3''-terpyridine